1-ethylimidazolium cobalt [Co+2].C(C)N1C=[NH+]C=C1